6-phenyl-naphtho[2,1-b]benzofuran C1(=CC=CC=C1)C1=CC=2C=CC=CC2C2=C1OC1=C2C=CC=C1